Cl.N[C@@H](CNC(=O)C1=CN(CCS1)C=1C2=C(N=CN1)NC=C2C)C (R)-N-(2-aminopropyl)-4-(5-methyl-7H-pyrrolo[2,3-d]pyrimidin-4-yl)-3,4-dihydro-2H-1,4-thiazine-6-carboxamide hydrochloride